C(#C)C1=NN=C(S1)NC(NC)=O 3-(5-ethynyl-1,3,4-thiadiazol-2-yl)-1-methylurea